tert-Butyl 4-[4-[3-cyano-4-[(1R)-1-(2-pyridyl)ethoxy]pyrazolo[1,5-a]pyridine-6-yl]-5-methyl-pyrazol-1-yl]piperidine-1-carboxylate C(#N)C=1C=NN2C1C(=CC(=C2)C=2C=NN(C2C)C2CCN(CC2)C(=O)OC(C)(C)C)O[C@H](C)C2=NC=CC=C2